N-BOC-1,3-propanediamine C(=O)(OC(C)(C)C)NCCCN